(S)-2-formylamino-4-methyl-pentanoic acid (S)-1-[[(2S,3S)-3-hexyl-4-oxo-2-oxetanyl]methyl]-dodecyl ester C(CCCCC)[C@H]1[C@@H](OC1=O)C[C@H](CCCCCCCCCCC)OC([C@H](CC(C)C)NC=O)=O